N-(4-tert-butylphenyl)-1-cyano-N-[2-(cyclohexylamino)-2-oxo-1-(3-pyridyl)ethyl]azetidine-3-carboxamide C(C)(C)(C)C1=CC=C(C=C1)N(C(=O)C1CN(C1)C#N)C(C(=O)NC1CCCCC1)C=1C=NC=CC1